ClC1=CC(=C(CNCC2CCC(CC2)C2=CC=NC3=CC=C(C=C23)F)C=C1)[N+](=O)[O-] (4-chloro-2-nitrobenzyl)-1-(4-(6-fluoroquinolin-4-yl)cyclohexyl)methylamine